3-bromo-4-hydroxy-5-(trifluoromethyl)benzonitrile BrC=1C=C(C#N)C=C(C1O)C(F)(F)F